OC(C=CC=CC=CC(=O)O)=C(CCCCCCCCCCC)O 8,9-dihydroxy-eicosatetraenoic acid